(2S)-1-[(13Z,16Z)-docosa-13,16-dien-1-yloxy]-3-(hexyloxy)-N,N-dimethylpropan-2-amine C(CCCCCCCCCCC\C=C/C\C=C/CCCCC)OC[C@H](COCCCCCC)N(C)C